6-(isothiazol-4-ylamino)-3-methoxy-N-[(8-methyl-5-oxaspiro[3.5]nonan-8-yl)methyl]pyridine-2-carboxamide S1N=CC(=C1)NC1=CC=C(C(=N1)C(=O)NCC1(CCOC2(CCC2)C1)C)OC